[Si](C1=CC=CC=C1)(C1=CC=CC=C1)(C(C)(C)C)OC(CNNC1=NC=C(N=C1C=1C=NN(C1)C)C1=CC=C(C=C1)C)C(F)(F)F N-(2-((tert-butyldiphenylsilyl)oxy)-3,3,3-trifluoropropyl)-2-(3-(1-methyl-1H-pyrazol-4-yl)-5-(p-tolyl)pyrazin-2-yl)hydrazine